(2S,5R)-2-carbamoyl-7-oxo-1,6-diazabicyclo[3.2.1]octan C(N)(=O)[C@H]1N2C(N[C@H](CC1)C2)=O